C[C@@H]1CN(C[C@@H](O1)C)C(=O)C=1C2=C(N(N1)CC(=O)N1CCN(CC1)C1=C(C(=CC=C1)C)C)C[C@@H]1[C@H]2C1 2-{(3bR,4aR)-3-[(2R,6S)-2,6-dimethylmorpholine-4-carbonyl]-3b,4,4a,5-tetrahydro-1H-cyclopropa[3,4]cyclopenta[1,2-c]pyrazol-1-yl}-1-[4-(2,3-dimethylphenyl)piperazin-1-yl]ethan-1-one